C(C)(C)(C)N1N=CC(=C1)NC1=NC=CC=N1 2-((1-(tert-butyl)-1H-pyrazol-4-yl)amino)pyrimidin